1-[4-(1-hydroxycyclohexanecarbonyl)-phenyl]prop-2-en-1-one OC1(CCCCC1)C(=O)C1=CC=C(C=C1)C(C=C)=O